BrC1=CC(=C(C=C1)C(CC(F)(F)F)O)CO 1-(4-bromo-2-hydroxymethylphenyl)-2-trifluoromethylethanol